2-(2-(pyridin-3-yl)pyrrolidin-1-yl)-5-(trifluoromethyl)pyrimidin-4-amine N1=CC(=CC=C1)C1N(CCC1)C1=NC=C(C(=N1)N)C(F)(F)F